CN(C)CC1=CC(N(C=C1)[C@H](C(=O)N[C@@H](CC(=O)OC)C=1C=NC=C(C1)C1=C(C=CC=C1C)C)CC(C)C)=O (S)-methyl 3-((S)-2-(4-((dimethylamino)methyl)-2-oxopyridin-1(2H)-yl)-4-methylpentanamido)-3-(5-(2,6-dimethylphenyl)pyridin-3-yl)propanoate